OCC1=CC(=C2CN(C(C2=C1)=O)C1=NC(=CC(=C1)C1=C(C=CC=C1)C1=NN=CN1C)N1C(C2=CC(=CC(=C2C1)C(F)(F)F)CO)=O)C(F)(F)F 6-(Hydroxymethyl)-2-{6-[6-(hydroxymethyl)-1-oxo-4-(trifluoromethyl)-3H-isoindol-2-yl]-4-[2-(4-methyl-1,2,4-triazol-3-yl)phenyl]pyridin-2-yl}-4-(trifluoromethyl)-3H-isoindol-1-one